[Bi].[Sb].[Sn].[As].[Pb] lead-arsenic-tin-antimony-bismuth